methyl 4-bromo-6-cyclopropyl-1H-indole-2-carboxylate BrC1=C2C=C(NC2=CC(=C1)C1CC1)C(=O)OC